[Na+].NC1=CC=C(C=C1)OP([O-])[O-].[Na+] 4-aminophenylphosphite sodium salt